diethylaminoethyl-octylamide C(C)N(CC)CC[N-]CCCCCCCC